S(=O)(=O)(OCCCCCCCCCCCC)[O-].[Al+3].C(CCCCCCCCCCC)OS(=O)(=O)[O-].C(CCCCCCCCCCC)OS(=O)(=O)[O-] Aluminum dodecyl sulfate